(9-phenyl-9H-carbazol-3-yl)carboxylic acid C1(=CC=CC=C1)N1C2=CC=CC=C2C=2C=C(C=CC12)C(=O)O